CC1=CC=CC(=N1)C1=NN(C=C1C1=CC=NC2=CC=CC=C12)CC(=O)NC=1C=CC(=NC1)C(=O)OCCN(C)C 2-(dimethylamino)ethyl 5-(2-(3-(6-methylpyridin-2-yl)-4-(quinolin-4-yl)-1H-pyrazol-1-yl)acetamido)picolinate